N-(1-naphthyl)-4-methylaniline C1(=CC=CC2=CC=CC=C12)NC1=CC=C(C=C1)C